FC(C(=O)O)(F)F.N[C@H]1C[C@@H](CCC1)C#N (1R,3R)-3-aminocyclohexane-1-carbonitrile 2,2,2-trifluoroacetate